C(C1=CC=CC=C1)OC(=O)N1CCC(CC1)N1CC2(CC2)CCC1 4-(5-Azaspiro[2.5]oct-5-yl)piperidine-1-carboxylic acid benzyl ester